1-oxa-1,3-butadi-ene O=CC=C